benzo[b]thiophene 1,1-dioxide S1(C2=C(C=C1)C=CC=C2)(=O)=O